N-(3-(1H-pyrazol-1-yl)benzyl)-2-((2-(3-(dimethylamino)phenoxy)ethoxy)methyl)-N-(3-methoxybenzyl)pyridin-4-amine N1(N=CC=C1)C=1C=C(CN(C2=CC(=NC=C2)COCCOC2=CC(=CC=C2)N(C)C)CC2=CC(=CC=C2)OC)C=CC1